FC1=CC=C(C=C1)C1(CC1)OC=1C=C(C=CC1NS(=O)(=O)CC(F)(F)F)C1=NNC(=C1C(=O)N)NC1=NC=CN=C1 3-(3-(1-(4-fluorophenyl)cyclopropoxy)-4-((2,2,2-trifluoroethyl)sulfonamido)phenyl)-5-(pyrazin-2-ylamino)-1H-pyrazole-4-carboxamide